C1(CC1)OC1=NC=C(C=N1)C(=O)NC=1C(=NC=CC1C1=C(C=CC=C1)F)N1CC(CC1)(F)F 2-(cyclopropoxy)-N-[2-(3,3-difluoropyrrolidin-1-yl)-4-(2-fluorophenyl)-3-pyridyl]pyrimidine-5-carboxamide